2,5-dibromothiophene-3-carboxylic acid methyl ester COC(=O)C1=C(SC(=C1)Br)Br